6-(4-tert-butylphenyl)-5-[4-[(3S)-1-(3-fluoropropyl)pyrrolidin-3-yl]oxyphenyl]-8,9-dihydro-7H-benzo[7]annulen-2-ol C(C)(C)(C)C1=CC=C(C=C1)C1=C(C2=C(CCC1)C=C(C=C2)O)C2=CC=C(C=C2)O[C@@H]2CN(CC2)CCCF